[N+](=[N-])=CC(CC[C@@H](C(=O)OC(C)C)NC([C@H](CC1=CNC2=CC=CC(=C12)F)OC)=O)=O isopropyl (S)-6-diazo-2-((S)-3-(4-fluoro-1H-indol-3-yl)-2-methoxypropanamido)-5-oxohexanoate